CC1=C(C(=CC=C1)C)C1=CC(=CC(=N1)N)OC[C@@H](CC(C)C)NC1CC2(CC2)C1 6-(2,6-dimethylphenyl)-4-[(2R)-4-methyl-2-(spiro[2.3]hexan-5-ylamino)pentoxy]pyridin-2-amine